N[C@@H]([C@@H](C(=O)N[C@H](C(=O)O)C1CCC1)O)CC1=CC=CC=C1 (2S)-2-[[(2S,3R)-3-amino-2-hydroxy-4-phenyl-butanoyl]amino]-2-cyclobutyl-acetic acid